S1C=CN=CC1=O [1,4]thiazin-6-one